4-(4'-fluorophenyl)-N-methylpiperidin-3-one FC1=CC=C(C=C1)C1C(CN(CC1)C)=O